NC(/C=C/CC[C@@H](C(=O)NC=1C(N(C=CC1)CC=1NC2=C(C=C(C=C2C1)F)OCC1=C(C=C(C=C1)F)F)=O)NC(OC)=O)=O methyl (S,E)-(7-amino-1-((1-((7-((2,4-difluorobenzyl)oxy)-5-fluoro-1H-indol-2-yl)methyl)-2-oxo-1,2-dihydropyridin-3-yl)amino)-1,7-dioxohept-5-en-2-yl)carbamate